CN1C(C2=CC=CC=C2C(=C1)I)=O 2-methyl-4-iodoisoquinolin-1(2H)-one